[4-[2-[tert-butoxycarbonyl-[(4-methoxyphenyl) methyl] amino] ethyl] cyclohexyl] 4-methylbenzenesulfonate CC1=CC=C(C=C1)S(=O)(=O)OC1CCC(CC1)CCN(CC1=CC=C(C=C1)OC)C(=O)OC(C)(C)C